1-crotonyl-4-crotonyloxy-2,2,6,6-tetramethylpiperidine C(\C=C\C)(=O)N1C(CC(CC1(C)C)OC(\C=C\C)=O)(C)C